1,9-dihydroxy-10,14,17,17-tetramethyl-11-oxo-6-oxatetracyclo[11.3.1.0~3,10~.0~4,7~]heptadec-13-en-2-yl rel-benzoate C(C1=CC=CC=C1)(=O)OC1C2(CCC(=C(CC(C3(C(CC4OCC4C13)O)C)=O)C2(C)C)C)O